3-[2-(4-amino-6-chloropyridazin-3-yl)ethynyl]azetidine-1-carboxylic acid tert-butyl ester C(C)(C)(C)OC(=O)N1CC(C1)C#CC=1N=NC(=CC1N)Cl